(3R,8R,9aS)-8-(2,3-dichloro-6-hydroxyphenyl)-2-(2-hydroxyacetyl)-3-methyl-hexahydro-1H-pyrido[1,2-a]pyrazin-4-one ClC1=C(C(=CC=C1Cl)O)[C@H]1C[C@@H]2N(C([C@H](N(C2)C(CO)=O)C)=O)CC1